2-(4-n-butylphenyl)-5-phenyl-furan-3-d C(CCC)C1=CC=C(C=C1)C=1OC(=CC1[2H])C1=CC=CC=C1